(8-chloro-2-(4-chlorophenyl)quinazolin-4-yl)methanol ClC=1C=CC=C2C(=NC(=NC12)C1=CC=C(C=C1)Cl)CO